OC1=C(C2=CC=CC=C2C=C1)\C=C\CCC(=O)NN (E)-N'-((2-hydroxynaphthalen-1-yl)methylene)butanoylhydrazine